3-(1,7-dihydroxy-3,7-dimethyloctyl)quinoxaline ethylhexyl-2-cyano-3,3-diphenyl-acrylate C(C)C(CCCCC)C1=C(C=CC=C1)C(=C(C(=O)O)C#N)C1=CC=CC=C1.OC(CC(CCCC(C)(C)O)C)C=1C=NC2=CC=CC=C2N1